The molecule is a heparan composed of a backbone of repeating beta-D-glucuronosyl-(1->4)-alpha-D-glucosamine units joined by (1->4)-linkages. It derives from a D-glucopyranuronic acid. It is a tautomer of a heparosan D-glucuronic acid zwitterion. C([C@@H]1[C@H]([C@@H]([C@H]([C@H](O1)O)N)O)O[C@H]2[C@@H]([C@H]([C@@H]([C@H](O2)C(=O)O)O)O)O)O